C(C)(C)(C)OC(NC1=CC=C(C=C1)CC1=NNC(C2=CC(=C(C=C12)OC)OC)=O)=O (4-((6,7-dimethoxy-4-oxo-3,4-dihydrophthalazin-1-yl)methyl)phenyl)carbamic acid tert-butyl ester